C(=CC)N1C[C@H](CC1)N1C=C(C2=C1C(NN=C2N)=O)C#CC2=C(C=1N(C=C2F)C=C(N1)C1CC1)F (S)-1-(1-propenylpyrrolidin-3-yl)-4-amino-3-((2-cyclopropyl-6,8-difluoroimidazo[1,2-a]pyridin-7-yl)ethynyl)-1,6-dihydro-7H-pyrrolo[2,3-d]pyridazin-7-one